3-(2-((2-fluorophenyl)amino)-9,10-dihydro-8H-pyrido[1,6-a:2,3-d']dipyrimidin-6-yl)-4-methylphenol FC1=C(C=CC=C1)NC=1N=CC2=C(N1)N1C(=NCCC1)C(=C2)C=2C=C(C=CC2C)O